FC=1C=2N(C=C(C1)NC(=O)C1=CC=C(C3=CN(N=C13)C)N1CC(CC1)N(C(OC(C)(C)C)=O)C)C=C(N2)C tert-butyl N-{1-[7-({8-fluoro-2-methylimidazo[1,2-a]pyridin-6-yl} carbamoyl)-2-methylindazol-4-yl]pyrrolidin-3-yl}-N-methylcarbamate